ClC1=C(C=CC(=C1)OC1=C(C=CC=C1)F)C(=O)C1=CNC2=NC=C(C(=C21)N[C@H]2CO[C@@H](CC2)CO)OCC(F)(F)F (2-chloro-4-(2-fluorophenoxy)phenyl)(4-(((3R,6S)-6-(hydroxymethyl)tetrahydro-2H-pyran-3-yl)amino)-5-(2,2,2-trifluoroethoxy)-1H-pyrrolo[2,3-b]pyridin-3-yl)methanone